methyl 2-(((benzyloxy)carbonyl)amino)-2-(oxetan-3-ylidene)acetate C(C1=CC=CC=C1)OC(=O)NC(C(=O)OC)=C1COC1